[Br-].BrCC[N+](CC)(CC)CC1=CC=CC=C1 (2-bromoethyl)-benzyl-diethyl-ammonium bromide